(S)-3-amino-2-(4-methoxyphenyl)propionic acid NC[C@@H](C(=O)O)C1=CC=C(C=C1)OC